ONC(=O)C1=CC2=C(CN([C@H](CO2)C2=C(C=CC=C2)C(F)(F)F)C(=O)C2CCOCC2)C=C1 (S)-N-hydroxy-4-(tetrahydro-2H-pyran-4-carbonyl)-3-(2-(trifluoromethyl)phenyl)-2,3,4,5-tetrahydrobenzo[f][1,4]oxazepine-8-carboxamide